4-[(5-bromo-2-chlorophenyl)methyl]phenol BrC=1C=CC(=C(C1)CC1=CC=C(C=C1)O)Cl